NC1=NC=CC=C1C1=NC=2C(=NC(=CC2)N2CCN(CC2)C)N1C=1C=C2CC[C@@H](C2=CC1)NC(C)=O N-[(1S)-5-[2-(2-aminopyridin-3-yl)-5-(4-methylpiperazin-1-yl)imidazo[4,5-b]pyridin-3-yl]-2,3-dihydro-1H-inden-1-yl]acetamide